CC=1C=C(C=C(C1)C)NC1N(C(=NC(=N1)N)N1CCCC1)C1=CC(=CC(=C1)C)C N,N1-Bis-(3,5-dimethylphenyl)-6-pyrrolidin-1-yl-[1,3,5]triazine-2,4-diamine